ClC1=C(C=C(C(=O)N2CC=3C(=NN4C3C(N(C[C@H]4C)[C@@H](C)C=4C=NC(=CC4)C(C)(C)O)=O)C[C@H]2C)C=C1)F |o1:19| (3R,7R)-2-(4-chloro-3-fluorobenzoyl)-9-((S*)-1-(6-(2-hydroxypropan-2-yl)pyridin-3-yl)ethyl)-3,7-dimethyl-1,2,3,4,8,9-hexahydropyrido[4',3':3,4]pyrazolo[1,5-a]pyrazin-10(7H)-one